chloro-5'-methoxy-6-methyl-N-(5-(2-oxo-2-(pyrrolidin-1-yl)ethyl)-1,3,4-thiadiazol-2-yl)-[4,4'-bipyridine]-3-carboxamide ClC1=NC(=CC(=C1C(=O)NC=1SC(=NN1)CC(N1CCCC1)=O)C1=CC=NC=C1OC)C